N-(3-chloro-5-fluorobenzoyl)-O-(3-(2-(5,6,7,8-tetrahydro-1,8-naphthyridin-2-yl)ethyl)cyclobutyl)homoserine ClC=1C=C(C(=O)N[C@@H](CCOC2CC(C2)CCC2=NC=3NCCCC3C=C2)C(=O)O)C=C(C1)F